3-(3-((6-fluoronaphthalen-1-yl)oxy)propyl)-7-(1,3,5-trimethyl-1H-pyrazol-4-yl)-1H-indole-2-carboxylate FC=1C=C2C=CC=C(C2=CC1)OCCCC1=C(NC2=C(C=CC=C12)C=1C(=NN(C1C)C)C)C(=O)[O-]